1-(4-methoxyphenyl)-2-(4-(4-methoxyphenyl)-1H-1,2,3-triazol-1-yl)ethan-1-ol COC1=CC=C(C=C1)C(CN1N=NC(=C1)C1=CC=C(C=C1)OC)O